2-[2-(benzimidazol-1-ylmethyl)pyrrolidin-1-yl]-4-[(2R)-2-methylmorpholin-4-yl]-1H-pyrimidin-6-one N1(C=NC2=C1C=CC=C2)CC2N(CCC2)C=2NC(C=C(N2)N2C[C@H](OCC2)C)=O